N[C@H](CCCCN)C(=O)O D-lysine